5-(2-chloro-6-((1R,6R)-6-(methylamino)cyclohex-3-en-1-yl)-4-((thiophen-2-ylmethyl)amino)thieno[3,2-d]pyrimidin-7-yl)pent-4-yn-1-ol trifluoroacetate FC(C(=O)O)(F)F.ClC=1N=C(C2=C(N1)C(=C(S2)[C@@H]2CC=CC[C@H]2NC)C#CCCCO)NCC=2SC=CC2